Cl.N[C@H]1C[C@@H](CCC1)C(=O)OC methyl (1R,3R)-3-aminocyclohexanecarboxylate hydrochloride